6-[1-(2-Chloro-6-fluoro-phenyl)-piperidin-4-yl]-2-methyl-4-(2-trifluoromethyl-benzyl)-2,4,6,7-tetrahydro-pyrazolo[4,3-d]pyrimidin-5-on ClC1=C(C(=CC=C1)F)N1CCC(CC1)N1C(N(C=2C(C1)=NN(C2)C)CC2=C(C=CC=C2)C(F)(F)F)=O